BrC=1C(=NC(=CN1)Cl)N(C(OC(C)(C)C)=O)C(=O)OC(C)(C)C tert-butyl N-(3-bromo-6-chloropyrazin-2-yl)-N-(tert-butoxycarbonyl)carbamate